FC1=CC=CC=2C(C3=CC=CC=C3NC12)(C)C 4-fluoro-9,9-dimethyl-9,10-dihydroacridine